2-ETHYL-4-HYDROXYBENZALDEHYDE C(C)C1=C(C=O)C=CC(=C1)O